5-(3-(2-(3-chlorophenyl)ethynyl)phenoxy)-1H-1,2,3-triazole-4-carboxylic acid ClC=1C=C(C=CC1)C#CC=1C=C(OC2=C(N=NN2)C(=O)O)C=CC1